1-(5-((R)-2-(2,5-difluorophenyl)-4,4-difluoropyrrolidin-1-yl)-2-fluoropyrazolo[1,5-a]pyrimidin-3-yl)-3-((1R,2R)-2-hydroxycyclopropyl)urea FC1=C(C=C(C=C1)F)[C@@H]1N(CC(C1)(F)F)C1=NC=2N(C=C1)N=C(C2NC(=O)N[C@H]2[C@@H](C2)O)F